NCC(C)NC1=CC(=NC=C1)NC=1SC2=C(N1)C=CC(=C2)C#N 2-((4-((1-aminopropan-2-yl)amino)pyridin-2-yl)amino)benzo[d]-thiazole-6-carbonitrile